[C@H]1([C@H](O)[C@@H](O)[C@@H](O)[C@H](O1)CO)OC[C@@H]([C@@H]([C@@H](CCC)O)O)NC(CCCCCCCCCCCCCCCCCC)=O (2S,3S,4R)-1-O-(α-D-galactosyl)-2-(N-nonadecanoylamino)-1,3,4-heptantriol